C1(C=CC(N1C1=CC=C(OC2=C(C(=C(C=C2)OC2=CC=C(C=C2)N2C(C=CC2=O)=O)C)C)C=C1)=O)=O 1,4-bis(4-maleimidophenoxy)-2,3-dimethylbenzene